Trifluorouracil FC=1C(N(C(N(C1)F)=O)F)=O